NC1=C2N=C(N(C2=NC(=N1)NCCCCC)CC1=CC=C(C=C1)CNCCN1CCNCC1)O 6-amino-2-(pentylamino)-9-(4-(((2-(piperazin-1-yl)ethyl)amino)methyl)benzyl)-9H-purin-8-ol